5-[5-(trifluoromethyl) pyridin-3-carboxamido]Ethyl-1,2,3-thiadiazole-4-carboxylate FC(C=1C=C(C=NC1)C(=O)NCCC1=C(N=NS1)C(=O)[O-])(F)F